((4-(((S)-1-((R)-2-((2-amino-2-oxoethyl) amino)-2-cyclohexylacetyl) azetidine-2-carboxamido) methyl) phenyl) (imino) methyl) carbamate C(N)(OC(=N)C1=CC=C(C=C1)CNC(=O)[C@H]1N(CC1)C([C@@H](C1CCCCC1)NCC(=O)N)=O)=O